C[C@H]1N(CCN(C1)C)C(=O)OC=1C=C2C(=NC=NC2=CC1OC)OC=1C(=C2C(=C(NC2=CC1)C)Cl)F 4-((3-chloro-4-fluoro-2-methyl-1H-indol-5-yl) oxy)-7-methoxyquinazolin-6-yl (R)-2,4-dimethylpiperazine-1-carboxylate